4-(2-aminoacetamido)-5-oxopentanoate NCC(=O)NC(CCC(=O)[O-])C=O